N[C@@H](C)C(=O)N[C@@H](CCCNC(N)=O)C(=O)NC1=CC=C(C=C1)NC(CN1C(C=CC1=O)=O)=O alanyl-N5-carbamoyl-N-(4-{[(2,5-dioxo-2,5-dihydro-1H-pyrrol-1-yl)acetyl]amino}phenyl)-L-ornithinamide